[Ti].[Ni].[Ru] ruthenium nickel titanium